CC(COC(=O)C1C2C3C4C=CC(C3C(C1)C2)C4)CCC 8-(2-methylpentoxycarbonyl)-tetracyclo[4.4.0.12,5.17,10]-3-dodecene